Cl.Cl.C(C)NCC=1NC2=C(C(=NC=3C=C(C=CC23)C2=NNC=C2)N)N1 2-((ethylamino)methyl)-7-(1H-pyrazol-3-yl)-1H-imidazo[4,5-c]quinolin-4-amine bis-HCl salt